N1=NNC2=NC(=CC=C21)C=2C=C(C(=O)NC1=CC=C(C=C1)OC)C=CC2 3-(3H-[1,2,3]Triazolo[4,5-b]pyridin-5-yl)-N-(4-methoxyphenyl)benzamide